C[Si](C)(C)OB(O[Si](C)(C)C)O[Si](C)(C)C.C(#N)C=1C=NN2C1C(=CC(=C2)C=2C=NN(C2)CCOC)C=2CCN(CC2)C=2C=NC(=CC2)C(C(=O)N)=C (4-(3-cyano-6-(1-(2-methoxyethyl)-1H-pyrazol-4-yl)pyrazolo[1,5-a]pyridin-4-yl)-3,6-dihydro-2H-[1,3'-bipyridin]-6'-yl)acrylamide tris(trimethyl-silyl)borate